C(C)(C)(C)OC(CN1C(N(C2=NC=C(C(=C21)Cl)Br)C)=O)=O 2-(6-bromo-7-chloro-3-methyl-2-oxo-2,3-dihydro-1H-imidazo[4,5-b]pyridin-1-yl)acetic acid tert-butyl ester